2-ethyl-5-isopropylpyridine C(C)C1=NC=C(C=C1)C(C)C